8-amino-N-[4-(2-{[3-(dimethylamino)propyl]amino}-2-oxoethyl)-1,3-thiazol-2-yl]-4,4-dimethyl-4,5-dihydro-1H-pyrazolo[4,3-H]quinazoline-3-carboxamide NC1=NC=2C3=C(C(CC2C=N1)(C)C)C(=NN3)C(=O)NC=3SC=C(N3)CC(=O)NCCCN(C)C